2-[[6-Chloro-3-[[2-[3-(5-methylpyridazin-4-yl)-1H-pyrazol-5-yl]-3-oxo-2-aza-bicyclo[3.1.0]hexan-4-yl]methyl]-2-pyridyl]methyl]isoindoline-1,3-dione ClC1=CC=C(C(=N1)CN1C(C2=CC=CC=C2C1=O)=O)CC1C(N(C2CC12)C1=CC(=NN1)C1=CN=NC=C1C)=O